C(C)(C)(C)OC(=O)N1C2=C(OC(C1)C(=O)NC=1C=NN(C1)CC(=O)O)C=CC=C2 2-(4-(4-(tert-butoxycarbonyl)-3,4-dihydro-2H-benzo[b][1,4]oxazine-2-carboxamido)-1H-pyrazol-1-yl)acetic acid